C1(CCCCC1)N1C=C(C=2C1=NC=C(C2)NC(C=C)=O)C N-(1-cyclohexyl-3-methyl-1H-pyrrolo[2,3-b]pyridin-5-yl)acrylamide